C(C=C)(=O)N1CCC2(CC(C2)N2N=NC(=C2C)C=2C=C(C=3N(C2)N=CC3C#N)O[C@H](CO)C3=NC=C(C=C3)F)CC1 (S)-6-(1-(7-acryloyl-7-azaspiro[3.5]nonan-2-yl)-5-methyl-1H-1,2,3-triazol-4-yl)-4-(1-(5-fluoropyridin-2-yl)-2-hydroxyethoxy)pyrazolo[1,5-a]pyridine-3-carbonitrile